NC1=C(C=C(C=N1)C=1C=NN(C1)C1CCN(CC1)C(CCCCCN1CC2(CC2)[C@H](C1)N)=O)O[C@H](C)C1=C(C(=CC=C1Cl)F)Cl 1-(4-(4-(6-amino-5-((R)-1-(2,6-dichloro-3-fluorophenyl)ethoxy)pyridin-3-yl)-1H-pyrazol-1-yl)piperidin-1-yl)-6-((R)-7-amino-5-azaspiro[2.4]heptan-5-yl)hexan-1-one